N1C(=NC=C1)C1=CC=C(C(=N1)C)N1CCC(CC1)CC1=CN=C(N1C)NC(=O)NCC 1-(5-((1-(6-(1H-imidazol-2-yl)-2-methylpyridin-3-yl)piperidin-4-yl)methyl)-1-methyl-1H-imidazol-2-yl)-3-ethylurea